(3R) or (3S)-3-isopropyl-2,5-dimethoxy-3,6-dihydro-pyrazine C(C)(C)[C@@H]1C(=NCC(=N1)OC)OC |o1:3|